FC1(CCN(CCC1)C=1N=NC(=C(C1C(=O)NC1=CC(=CC=C1)S(=O)C)C)C1=CC=CC=C1)F 3-(4,4-difluoroazepan-1-yl)-5-methyl-N-(3-(methylsulfinyl)phenyl)-6-phenylpyridazine-4-carboxamide